(R)-2-methyl-N4-(1-methyl-3-((2,2,2-trifluoroethyl)carbamoyl)-1H-pyrazol-5-yl)-N1-((S)-11-oxo-2,3,10,11-tetrahydro-1H,5H-benzo[d]pyrazolo[1,2-a][1,2]diazepin-10-yl)succinamide C[C@@H](C(=O)N[C@H]1C2=C(CN3N(C1=O)CCC3)C=CC=C2)CC(=O)NC2=CC(=NN2C)C(NCC(F)(F)F)=O